N-(2,4-difluoro-3-(7-fluoro-3-(1H-imidazol-2-yl)-1H-indazol-6-yl)phenyl)-2,5-dimethylbenzenesulfonamide FC1=C(C=CC(=C1C1=CC=C2C(=NNC2=C1F)C=1NC=CN1)F)NS(=O)(=O)C1=C(C=CC(=C1)C)C